3-{3-[1-(dimethylsulfamoyl)-5-oxopyrrolidin-3-yl]-5-[(4-fluorophenyl)methoxy]-1H-pyrazole-1-carbonyl}benzoic acid CN(S(=O)(=O)N1CC(CC1=O)C1=NN(C(=C1)OCC1=CC=C(C=C1)F)C(=O)C=1C=C(C(=O)O)C=CC1)C